3-(5-Fluoro-2-pyridyl)-1-isopropyl-2,4-dioxo-pyrimidine-5-carboxylic acid FC=1C=CC(=NC1)N1C(N(C=C(C1=O)C(=O)O)C(C)C)=O